2-(1-(2-(4,6-dichloro-2-methyl-1H-indol-3-yl)ethyl)-1H-1,2,3-triazol-4-yl)ethylammonium trifluoroacetate salt FC(C(=O)[O-])(F)F.ClC1=C2C(=C(NC2=CC(=C1)Cl)C)CCN1N=NC(=C1)CC[NH3+]